COC=1C=C(C=C(C1OC)OC)C#CCS=C(C)[O-] S-(3-(3,4,5-trimethoxyphenyl)prop-2-yn-1-yl)ethanethioate